4-((1R,5S)-3,8-diazabicyclo[3.2.1]octan-3-yl)-6,8-difluoro-2-(((S)-1-methylpyrrolidin-2-yl)methoxy)-7-(5-(trifluoromethyl)-1H-indol-3-yl)quinazoline [C@H]12CN(C[C@H](CC1)N2)C2=NC(=NC1=C(C(=C(C=C21)F)C2=CNC1=CC=C(C=C21)C(F)(F)F)F)OC[C@H]2N(CCC2)C